N-methyl-3-(2-methylindoline-1-carbonyl)-N-(p-tolyl)benzenesulfonamide CN(S(=O)(=O)C1=CC(=CC=C1)C(=O)N1C(CC2=CC=CC=C12)C)C1=CC=C(C=C1)C